COCCN(CCOC)S(F)(F)F bis(2-methoxy-ethyl)aminosulfur trifluoride